3-[(1R)-1-[[2-methyl-5-(4-methylpiperazin-1-yl)benzoyl]amino]ethyl]benzoic acid benzyl ester C(C1=CC=CC=C1)OC(C1=CC(=CC=C1)[C@@H](C)NC(C1=C(C=CC(=C1)N1CCN(CC1)C)C)=O)=O